2-((S,6E,10E)-15,15-difluoro-3-hydroxy-3,7,11-trimethylpentadeca-6,10,14-trien-1-yl)-3,5,6-trimethylcyclohexa-2,5-diene-1,4-dione FC(=CCC/C(=C/CC/C(=C/CC[C@](CCC=1C(C(=C(C(C1C)=O)C)C)=O)(C)O)/C)/C)F